4-Amino-3-(2-chloro-5-fluorophenyl)-2-(4-methoxybenzyl)-2,3,6,8-tetrahydropyrrolo[3,4-e]indole-1,7-dione NC1=C2C(=C3CC(NC3=C1)=O)C(N(C2C2=C(C=CC(=C2)F)Cl)CC2=CC=C(C=C2)OC)=O